C(C)C1=CN=CN1CCN1C[C@@H](C=C(C1)C=1N(C=CC1)C)C |r| (±)-1-(2-(5-Ethyl-1H-imidazol-1-yl)ethyl)-3-methyl-5-(1-methyl-1H-pyrrol-2-yl)-1,2,3,6-tetrahydropyridine